N-[3-bromo-6-(trifluoromethyl)-2-pyridinyl]-N'-hydroxy-formamidine BrC=1C(=NC(=CC1)C(F)(F)F)NC=NO